rac-tert-butyl (1S,2S,3R,5R)-3-((6-(4-(benzyloxy)-6-chloropyridin-3-yl)pyridazin-3-yl)oxy)-2-fluoro-8-azabicyclo[3.2.1]octane-8-carboxylate C(C1=CC=CC=C1)OC1=C(C=NC(=C1)Cl)C1=CC=C(N=N1)O[C@H]1[C@H]([C@@H]2CC[C@H](C1)N2C(=O)OC(C)(C)C)F |r|